N1=CN=C(C2=C1NC=C2)C=2C=C(CNC(OC(C)(C)C)=O)C=CC2 tert-butyl (3-(7H-pyrrolo[2,3-d]pyrimidin-4-yl)benzyl)carbamate